2,2-dimethyltetrahydro-2H-pyran CC1(OCCCC1)C